C1(CCC1)N1CCC2=C(CC1)C1=C(S2)C=C(C=C1)C(F)(F)F 3-cyclobutyl-8-(trifluoromethyl)-2,3,4,5-tetrahydro-1H-benzo[4,5]thieno[2,3-d]azepine